FC(COC1=CC=C(C=N1)N1CC(=CC=C1)C(=O)N)(F)F [6-(2,2,2-trifluoroethoxy)pyridin-3-yl]-1,2-dihydropyridine-3-carboxamide